C(CCC)C1CS(C2=C(N(C1)C1=CC=CC=C1)C=C(C(=C2)OC)I)(=O)=O 3-butyl-7-iodo-8-methoxy-5-phenyl-2,3,4,5-tetrahydro-1,5-benzothiazepine 1,1-dioxide